BrC1=CC=C(C=C1)C=1C2=C(NC(C1C=1CC(N(N1)C(C(CC(=O)O)(F)F)=O)C1=CC=C(C=C1)Cl)=O)SC=C2 4-[5-[4-(4-Bromophenyl)-6-oxo-7H-thieno[2,3-b]pyridin-5-yl]-3-(4-chlorophenyl)-3,4-dihydropyrazol-2-yl]-3,3-difluoro-4-oxo-butanoic acid